((1r,4r)-4-(4-(((trifluoromethyl)sulfonyl)oxy)phenyl)cyclohexyl)piperazine-1-carboxylic acid tert-butyl ester C(C)(C)(C)OC(=O)N1C(CNCC1)C1CCC(CC1)C1=CC=C(C=C1)OS(=O)(=O)C(F)(F)F